5-((5-Chloro-2-((3S,5R)-3,5-dimethylpiperidin-1-yl)pyrimidin-4-yl)amino)-6-fluoro-3-(3-hydroxy-3-methylbutyl)-1-methyl-1,3-dihydro-2H-benzo[d]imidazol-2-on ClC=1C(=NC(=NC1)N1C[C@H](C[C@H](C1)C)C)NC1=CC2=C(N(C(N2CCC(C)(C)O)=O)C)C=C1F